1-vinyl-3-butylimidazolium hexafluorophosphate salt F[P-](F)(F)(F)(F)F.C(=C)N1C=[N+](C=C1)CCCC